CC1=NC=C(C=C1NC(OC1CCCCC1)=O)C1=CC2=C(N=C(S2)NC(CC)=O)C=C1 cyclohexyl (2-methyl-5-(2-propionamidobenzo[d]thiazol-6-yl)pyridin-3-yl)carbamate